5-tosyl-5H-pyrrolo[2,3-b]pyrazine-2-amine hydrochloride Cl.S(=O)(=O)(C1=CC=C(C)C=C1)N1C=CC=2C1=NC=C(N2)N